ClC1=CC2=C(N=C(N=C2N2CCN(CC2)C(C=C)=O)O[C@H]2CN(C[C@H]2C)C)C(=N1)OC1=C2C=NNC2=CC(=C1Cl)F [4-(6-chloro-8-[(5-chloro-6-fluoro-1H-indazol-4-yl)oxy]-2-{[(3R,4R)-1,4-dimethyl-pyrrolidin-3-yl]oxy}pyrido[3,4-d]pyrimidin-4-yl)piperazin-1-yl]prop-2-en-1-one